N-(4-(hydroxymethyl)thiazol-2-yl)-[2,2'-bipyridine]-6-carboxamide OCC=1N=C(SC1)NC(=O)C1=CC=CC(=N1)C1=NC=CC=C1